BrC1=CC(=C(C=C1)O)S(=O)(=O)N1CCCC1 4-Bromo-2-(pyrrolidin-1-ylsulfonyl)phenol